4-((7-oxo-9-(trifluoromethyl)-7H-pyrimido[5',4':3,4]cyclopenta[1,2-c]quinolin-2-yl)amino)benzoic acid O=C1C2=C(C3=C1C=NC1=CC=C(C=C31)NC3=CC=C(C(=O)O)C=C3)C=NC(=N2)C(F)(F)F